5-(4-((1r,5s)-3-azabicyclo[3.1.0]hex-1-yl)phenyl)-2-amino-N-((1r,4r)-4-hydroxycyclohexyl)nicotinamide [C@]12(CNC[C@H]2C1)C1=CC=C(C=C1)C=1C=NC(=C(C(=O)NC2CCC(CC2)O)C1)N